2-benzyl-N-[(1R)-1-cyclohexylethyl]-1H-benzoimidazole-5-carboxamide C(C1=CC=CC=C1)C1=NC2=C(N1)C=CC(=C2)C(=O)N[C@H](C)C2CCCCC2